BrC=1C(=NC(=CC1)Cl)C(=O)O 3-bromo-6-Chloro-2-picolinic acid